C(C)(=O)OC1(COC1)C=1C=C(C=C(C1)N1[C@@H](CCC1)C)C=1N=C2C(=NC1)N(C=C2C=2C=NN(C2)C2CCN(CC2)C)C(=O)OC(C)(C)C tert-butyl (R)-2-(3-(3-acetoxyoxetan-3-yl)-5-(2-methylpyrrolidin-1-yl) phenyl)-7-(1-(1-methylpiperidin-4-yl)-1H-pyrazol-4-yl)-5H-pyrrolo[2,3-b]pyrazine-5-carboxylate